BrC#CC1=C(C=CC=C1)Cl 1-(bromoethynyl)-2-chlorobenzene